C(C)(C)(C)C=1C=CC=2N(C3=CC=C(C=C3C2C1)C(C)(C)C)C1=C(C#N)C=CC(=C1)C#N (3,6-di-tert-butyl-9-carbazolyl)-terephthalonitrile